4,4-Difluorocyclohexane-1-one FC1(CCC(CC1)=O)F